5-(2-(4-(1-(isopropylamino)ethyl)phenylamino)-5-methylpyrimidin-4-ylamino)benzo[d]oxazol-2(3H)-one C(C)(C)NC(C)C1=CC=C(C=C1)NC1=NC=C(C(=N1)NC=1C=CC2=C(NC(O2)=O)C1)C